bis(4-chlorophenyl)(4-difluoromethyl-quinolin-2-yl)phosphorus ClC1=CC=C(C=C1)P(C1=NC2=CC=CC=C2C(=C1)C(F)F)C1=CC=C(C=C1)Cl